CC=1SC(=CC1C(=O)NC1=NC(=NS1)CC(C)(F)F)C1=CC(=CC=C1)OC(F)(F)F 2-Methyl-5-(3-(trifluoromethoxy)phenyl)-N-(3-(2,2-difluoropropyl)-1,2,4-thiadiazol-5-yl)Thiophene-3-carboxamide